NC1(CCOCC1)C(=O)N[C@@H](CC1=CC=C(C=C1)C1=CC=C(C=C1)[14C]#N)C#N (S)-4-Amino-N-(1-cyano-2-(4'-[14C]-cyanobiphenyl-4-yl)ethyl)tetrahydro-2H-pyran-4-carboxamide